methoxyphosphorus CO[P]